P(O)(=O)(OP(=O)(O)OP(=O)(O)O)OC[C@@H]1C[C@H]([C@@H](O1)N1C(=O)NC(=O)C=C1)O.C[Si](C1=C(C2=CC=CC=C2C=C1)C1=NC=CC=C1)(C)C 2-(2-(trimethylsilyl)naphthalene-1-yl)pyridine 3'-Deoxyuridine-5'-Triphosphate